tert-butyl (tert-butoxycarbonyl)(9-(2,3-difluoro-6-hydroxybenzyl)-9H-purin-6-yl)carbamate C(C)(C)(C)OC(=O)N(C(OC(C)(C)C)=O)C1=C2N=CN(C2=NC=N1)CC1=C(C(=CC=C1O)F)F